FC(C1=C(NC=N1)CN)(F)F 1-[5-(trifluoromethyl)-3H-imidazol-4-yl]Methylamine